methyl 2-((4-(6-((4-chloro-2-fluorobenzyl) oxy) pyridin-2-yl) piperidin-1-yl) methyl)-1-methyl-1H-imidazole-5-carboxylate ClC1=CC(=C(COC2=CC=CC(=N2)C2CCN(CC2)CC=2N(C(=CN2)C(=O)OC)C)C=C1)F